OCCS(=O)(=O)NC1=CC(=C2C(=NC=NC2=C1)NC1=NC(=NC(=C1)C)NC(CO)(C)C)N1CCC2(CC2)CC1 2-Hydroxy-N-(4-((2-((1-hydroxy-2-methylpropan-2-yl)amino)-6-methylpyrimidin-4-yl)amino)-5-(6-azaspiro[2.5]octan-6-yl)quinazolin-7-yl)ethane-1-sulfonamide